C(C)(C)(C)C1N(CC=C(C1)C1=CC=CC=2N(C(N(C21)C)=O)C=2C(=NC(=CC2)OCC2=CC=CC=C2)OCC2=CC=CC=C2)C(=O)O.C(C)(C)(C)OC(=O)C(N)C(=O)O 2-[(tert-butoxy)carbonyl]Glycine tert-butyl-4-[1-(2,6-dibenzyloxy-3-pyridyl)-3-methyl-2-oxo-benzimidazol-4-yl]-3,6-dihydro-2H-pyridine-1-carboxylate